4-(4-bromopyridin-2-yl)tetrahydro-2H-pyran-4-carbonitrile BrC1=CC(=NC=C1)C1(CCOCC1)C#N